CN(C1CCC(CC1)NC=1C2=C(C=NC1)C(=C(S2)C#CC)CC)C 3-(7-((4-(dimethylamino)cyclohexyl)amino)-3-ethylthieno[3,2-c]pyridin-2-yl)prop-2-yn